tetrahydrofuran-2-formamide O1C(CCC1)C(=O)N